N-(propan-2-yl)-1-[trans-4-(pyridin-2-yloxy)cyclohexyl]-5,6-dihydro-4H-[1,2,4]triazolo[4,3-a][1]benzazepin-5-amine CC(C)NC1CC=2N(C3=C(C1)C=CC=C3)C(=NN2)[C@@H]2CC[C@H](CC2)OC2=NC=CC=C2